FC=1C=2N(C=C(C1)C=1N=C3N(C(N1)=O)C=C(C=C3)N3CC(N(CC3)C(=O)OC(C)(C)C)(C)C)C=C(N2)C tert-butyl 4-(2-(8-fluoro-2-methylimidazo[1,2-a]pyridin-6-yl)-4-oxo-4H-pyrido[1,2-a][1,3,5]triazin-7-yl)-2,2-dimethylpiperazine-1-carboxylate